CN1N=CC(=C1)C1=CC=2N(C=C1)C(=NN2)C(=O)NC=2C(=NC=C(C2)NC(CC2CN(CC2)C)=O)C 7-(1-methyl-1H-pyrazol-4-yl)-N-(2-methyl-5-(2-(1-methylpyrrolidin-3-yl)acetamido)pyridin-3-yl)-[1,2,4]triazolo[4,3-a]pyridine-3-carboxamide